1-naphthalene-methylamine C1(=CC=CC2=CC=CC=C12)CN